1-(2-(2,6-dioxopiperidin-3-yl)-6-fluoro-1,3-dioxodihydroisoindol-5-yl)piperidine-4-carboxaldehyde O=C1NC(CCC1N1C(C2=CC(=C(CC2C1=O)N1CCC(CC1)C=O)F)=O)=O